hexahydro-1H-benz[de]isoquinolin-1-one C1(NCC2C=3C(=CC=CC13)CCC2)=O